FC1=CC(=C(C=C1)C1=CC(=CC=C1)C=1OC2=C(N1)C=C(C=C2OC)CNCC2COC2)C2=NN=CN2C 1-(2-(4'-Fluoro-2'-(4-methyl-4H-1,2,4-triazol-3-yl)-[1,1'-biphenyl]-3-yl)-7-methoxybenzo[d]oxazol-5-yl)-N-(oxetan-3-ylmethyl)methanamine